NC(C)(C)C1=CC=C(C=C1)S(=O)(=O)N 4-(2-aminoprop-2-yl)benzenesulfonamide